O1CC(CC1)C1NCCNC1 2-(tetrahydrofuran-3-yl)piperazine